(R*)-7-Fluoro-6-(5-(1-hydroxyethyl)-1-(methyl-d3)-1H-1,2,4-triazol-3-yl)-4-isopropyl-2-(o-tolyl)isoquinolin-1(2H)-one FC1=C(C=C2C(=CN(C(C2=C1)=O)C1=C(C=CC=C1)C)C(C)C)C1=NN(C(=N1)[C@@H](C)O)C([2H])([2H])[2H] |o1:27|